dimethylacryloxyphosphonic acid CC(=CC(=O)OP(O)(O)=O)C